FC(C1=NN(C=C1B(O)O)C)F (3-(difluoromethyl)-1-methyl-1H-pyrazol-4-yl)boronic acid